NC1=NC=2C=C(C(=CC2C2=C1C=NN2C)C(=O)N2N(CC(C2)(C)O)C2=NC=CC=C2F)C (4-amino-1,7-dimethyl-1H-pyrazolo[4,3-c]quinolin-8-yl)(2-(3-fluoropyridin-2-yl)-4-hydroxy-4-methylpyrazolin-1-yl)methanone